OCCC(C(=O)N)CCCCCCCCCCCCCCCCCCCCCCCCCCCCCCCCCCCC(=O)N hydroxyethyl-ethylenebisstearamide